C(=O)(OC(C)(C)C)C(C1=C(C=NC=C1)B(O)O)N 4-(BOC-AMINOMETHYL)PYRIDINE-3-BORONIC ACID